ethylene (divinyl) carbonate C(OC=C)(OC=C)=O.C=C